4-(2-(trifluoromethyl)phenyl)cyclohexanone FC(C1=C(C=CC=C1)C1CCC(CC1)=O)(F)F